[Br-].C(C)(C)(C)OC(=O)N1CCC(CC1)[Zn+] (1-(tert-Butoxycarbonyl)piperidin-4-yl)zinc (II) bromide